6-(1-(6-chloro-2-methylpyridin-3-yl)ethyl)-2-oxa-6-azaspiro[3.3]heptane ClC1=CC=C(C(=N1)C)C(C)N1CC2(COC2)C1